2-methylbenzoic acid 2-ethoxy-4-ethylphenyl ester C(C)OC1=C(C=CC(=C1)CC)OC(C1=C(C=CC=C1)C)=O